ClC=1C(=CC(=C(C(=O)OC)C1)NC1=C(C=C(C=C1)OC(F)(F)F)C)F methyl 5-chloro-4-fluoro-2-((2-methyl-4-(trifluorometh-oxy)phenyl)amino)-benzoate